CC1=C(C(=O)[O-])C=CC=C1 2-methyl-benzoic acid anion